[Li+].[Si](C)(C)(C(C)(C)C)OCC=1N=C(SC1S(=O)[O-])C1(COC(OC1)(C)C)O 4-(((tert-butyldimethylsilyl)oxy)methyl)-2-(5-hydroxy-2,2-dimethyl-1,3-dioxan-5-yl)thiazole-5-sulfinic acid, lithium salt